C(N)(OCC(OC1=C(C=C(C=C1)F)C(C)NC1=NC=2N(C=C1)N=CC2N)C(C)(C)C)=O (tert-butyl 2-(2-(1-((3-aminopyrazolo[1,5-a]pyrimidin-5-yl) amino) ethyl)-4-fluorophenoxy) ethyl) carbamate